benzylcarbamic acid 2-methacrylamidoethyl ester C(C(=C)C)(=O)NCCOC(NCC1=CC=CC=C1)=O